1-cyclopropylmethyl-4-(4-nitro-2-trifluoromethyl-benzyl)-piperazine C1(CC1)CN1CCN(CC1)CC1=C(C=C(C=C1)[N+](=O)[O-])C(F)(F)F